(S)-tert-Butyl (1-(5-amino-2-(3-fluoropyridin-4-yl)-1-methyl-1H-benzo[d]imidazol-4-yl)pyrrolidin-2-yl)methylcarbamate NC1=C(C2=C(N(C(=N2)C2=C(C=NC=C2)F)C)C=C1)N1[C@@H](CCC1)CNC(OC(C)(C)C)=O